C[C@@]12C[C@H](N([C@H]2C1)C(CNC(C1=CC=C(C=C1)OC1=CC=CC=C1)=O)=O)C(=O)NCC=1SC=C(C1)S(=O)(=N)C (1S,3S,5S)-5-methyl-N-((4-(S-methylsulfonimidoyl)thiophen-2-yl)methyl)-2-((4-phenoxybenzoyl)glycyl)-2-azabicyclo[3.1.0]hexane-3-carboxamide